1-(2-chloro-5-(9-(2-hydroxyethyl)-3-azaspiro[5.5]undecane-3-carbonyl)phenyl)dihydropyrimidine-2,4(1H,3H)-dione ClC1=C(C=C(C=C1)C(=O)N1CCC2(CC1)CCC(CC2)CCO)N2C(NC(CC2)=O)=O